O.O.O.C(C)(=O)[O-].[Na+] Natrium acetat-Trihydrat